2,6-diformyl-4-tert-butylphenol C(=O)C1=C(C(=CC(=C1)C(C)(C)C)C=O)O